(S)-N-(3-(2-(piperidin-3-ylamino)-5-(trifluoromethyl)pyrimidin-4-yl)-1H-indole-7-yl)methanesulfonamide formate C(=O)O.N1C[C@H](CCC1)NC1=NC=C(C(=N1)C1=CNC2=C(C=CC=C12)NS(=O)(=O)C)C(F)(F)F